COC1=C(CN(C=2OC3=C(C=NC=C3N3CC(C(CC3)NC(=O)OC(C)(C)C)C(=O)O)N2)CC2=C(C=C(C=C2)OC)OC)C=CC(=C1)OC 1-(2-(bis(2,4-dimethoxybenzyl)amino)oxazolo[4,5-c]pyridin-7-yl)-4-((tert-butoxycarbonyl)amino)piperidine-3-carboxylic acid